5-(8-methoxy-[1,2,4]triazolo[1,5-a]pyridin-6-yl)-6-methyl-1-(piperidin-4-yl)-1,3-dihydro-2H-benzo[d]imidazol-2-one COC=1C=2N(C=C(C1)C1=CC3=C(N(C(N3)=O)C3CCNCC3)C=C1C)N=CN2